6-Chloro-3-(1-methylcyclohexyl)amino-4H-thieno[3,2-e]-1,2,4-thiadiazine 1,1-dioxide ClC1=CC=2NC(=NS(C2S1)(=O)=O)NC1(CCCCC1)C